2,5-hexanedithiol CC(CCC(C)S)S